C(CCC)(=O)N1CC(C1)(C(=O)N(C1=CC(=CC=C1)F)CC1=NC=C(C=C1)C=1OC(=NN1)C(F)F)F 1-butyryl-N-((5-(5-(difluoromethyl)-1,3,4-oxadiazol-2-yl)pyridin-2-yl)methyl)-3-fluoro-N-(3-fluorophenyl)azetidine-3-carboxamide